4-(pyridin-2-yl)-N-(5-(trifluoromethyl)pyridin-2-yl)thiazol-2-amine N1=C(C=CC=C1)C=1N=C(SC1)NC1=NC=C(C=C1)C(F)(F)F